N-(6-(2H-1,2,3-triazol-2-yl)-5-(trifluoromethyl)pyridin-3-yl)-9,9-dimethyl-2-oxo-2,7,8,9-tetrahydro-3H-cyclopenta[d]imidazo[1,2-b]pyridazine-7-carboxamide N=1N(N=CC1)C1=C(C=C(C=N1)NC(=O)C1CC(C=2C=3N(N=CC21)CC(N3)=O)(C)C)C(F)(F)F